(S)-1-(2-(allyloxy)phenoxy)-3-(isopropylamino)propan-2-ol C(C=C)OC1=C(OC[C@H](CNC(C)C)O)C=CC=C1